F[C@]1(C[C@H](NC1=O)COC1=NC=CC2=CC(=C(C=C12)OC(C)C)C(=O)N)C 1-{[(2S,4S)-4-fluoro-4-methyl-5-oxopyrrolidin-2-yl]methoxy}-7-(propan-2-yloxy)isoquinoline-6-carboxamide